p-nitrobenzene [N+](=O)([O-])C1=CC=CC=C1